C(=O)C=1C(OC2=CC(=CC=C2C1)N1CCN(CC1)C(=O)OC(C)(C)C)(C)C Tert-butyl 4-(3-formyl-2,2-dimethyl-2H-Chromen-7-yl)piperazine-1-carboxylate